C(C1=CC=CC=C1)ON1[C@@H]2CC[C@H](N(C1=O)C2)C(=O)O (2S,5R)-6-(benzyloxy)-7-oxo-1,6-diazabicyclo[3.2.1]Octane-2-carboxylic acid